2-(8-methyl-1-(methylthio)imidazo[1,5-a]pyridin-3-yl)propan CC=1C=2N(C=CC1)C(=NC2SC)C(C)C